Ruthenium sulfide [Ru]=S